C(C)(C)(C)N(C(O)=O)CCC(NC1=C2C=NN(C2=CC(=C1)C1CCOCC1)C1OCCCC1)=O.[N+](=O)([O-])C=1C(=NN(C1)C1CC(C1)=O)C(F)(F)F 3-(4-nitro-3-(trifluoromethyl)-1H-pyrazol-1-yl)cyclobutane-1-one tert-butyl-(3-oxo-3-((1-(tetrahydro-2H-pyran-2-yl)-6-(tetrahydro-2H-pyran-4-yl)-1H-indazol-4-yl)amino)propyl)carbamate